N1(C=NC=C1)C=1C=CC(=C(C1)O)C1=CN=C(N=N1)S[C@@H]1CNCC1 (S)-5-(1H-imidazol-1-yl)-2-(3-(pyrrolidin-3-ylthio)-1,2,4-triazin-6-yl)phenol